CC(C)(COP(=O)([O-])OP(=O)([O-])OC[C@@H]1[C@H]([C@H]([C@@H](O1)N2C=NC3=C(N=CN=C32)N)O)OP(=O)([O-])[O-])[C@H](C(=O)NCCC(=O)NCCSC(=O)CC(=C)C(=O)[O-])O The molecule is pentaanion of itaconyl-CoA arising from deprotonation of phosphate, diphosphate and carboxylic acid functions. It has a role as a human metabolite and a Saccharomyces cerevisiae metabolite. It is a conjugate base of an itaconyl-CoA.